BrC=1C=C(C=CC1OCC=1C(=C(C=CC1)C1=CC=CC=C1)C)C=C(C(=O)[O-])C#N 3-(3-bromo-4-((2-methyl-[1,1'-biphenyl]-3-yl) methoxy) phenyl)-2-cyanoacrylate